BrC1=C(C=C(C#N)C=C1)CBr 4-bromo-3-(bromomethyl)benzonitrile